C1(CC1)CN1C(=CC=2C1=NC(=CC2)C2N(CCCC2)C(C(C)(C)C)=O)C=2N=C1N(C(=CC(=C1)C(=O)OC)OC)C2C methyl 2-(1-(cyclopropylmethyl)-6-(1-pivaloylpiperidin-2-yl)-1H-pyrrolo[2,3-b]pyridin-2-yl)-5-methoxy-3-methylimidazo[1,2-a]pyridine-7-carboxylate